N1N=NN=C1CCCCCCCCCCC1=NN=NN1 5,5'-decamethylenebis(1,2,3,4-tetrazole)